(S)-8-(2-amino-6-((R)-1-(5-chloro-[1,1-biphenyl]-2-yl)-2,2,2-trifluoroeth-oxy)pyrimidin-4-yl)-2,8-diazaspiro[4.5]decane-3-carboxylic acid NC1=NC(=CC(=N1)N1CCC2(C[C@H](NC2)C(=O)O)CC1)O[C@@H](C(F)(F)F)C1=C(C=C(C=C1)Cl)C1=CC=CC=C1